FC(S(=O)(=O)OC1=C(C=C(C=C1)C1=NC=CC=C1NC(C)C=1C=C(C=C2C(C(=C(OC12)N1CCCCC1)C)=O)C)C=O)(F)F 4-(3-((1-(3,6-dimethyl-4-oxo-2-(piperidin-1-yl)-4H-chromen-8-yl)ethyl) amino)pyridin-2-yl)-2-formylphenyl trifluoromethanesulfonate